1-methyl-4-(1-(trifluoromethyl)cyclopropyl)benzene CC1=CC=C(C=C1)C1(CC1)C(F)(F)F